CC1=C(C=CC(=C1)C)C1=NC(=NC(=N1)C1=C(C=C(C=C1)C)C)C1=C(C=C(OCC(=O)OCCO)C=C1)O 2-hydroxyethyl 2-(4-(4,6-bis(2,4-dimethylphenyl)-1,3,5-triazin-2-yl)-3-hydroxyphenoxy)acetate